[2-(4-{7-[4-(2-tert-butoxycarbonylamino-ethoxy)-3-benzyloxy-phenyl]-3,5-dioxo-hepta-1,6-dienyl}-2-benzyloxy-phenoxy)-ethyl]-carbamic acid tert-butyl ester C(C)(C)(C)OC(NCCOC1=C(C=C(C=C1)C=CC(CC(C=CC1=CC(=C(C=C1)OCCNC(=O)OC(C)(C)C)OCC1=CC=CC=C1)=O)=O)OCC1=CC=CC=C1)=O